[N+](=O)([O-])C1=CC=2P(C3=CC=CC=C3NC2C=C1)(CCCCCCCC)=O 2-Nitro-10-octyl-5H-phenophosphazinin-10-oxid